ClC1=C(CNC(=O)C2C=3C=CC=NC3C(CC2)(CNC)O)C(=CC(=C1)Cl)C N-(2,4-dichloro-6-methylbenzyl)-8-hydroxy-8-((methylamino)methyl)-5,6,7,8-tetrahydroquinoline-5-carboxamide